C(CCCNCCCN)NCCCN N1,N1'-(butan-1,4-diyl)bis(propan-1,3-diamine)